6-(6-(4-((5-(2-(2,6-dioxopiperidin-3-yl)-6-fluoro-1,3-dioxoisoindoline-5-yl)-2,5-diazabicyclo[2.2.1]heptane-2-yl)methyl)piperidin-1-yl)pyridazin-3-yl)-1-oxoisoindole O=C1NC(CCC1N1C(C2=CC(=C(C=C2C1=O)N1C2CN(C(C1)C2)CC2CCN(CC2)C2=CC=C(N=N2)C2=CC=C1C=NC(C1=C2)=O)F)=O)=O